trans-4-methylcyclohexylamide C[C@@H]1CC[C@H](CC1)[NH-]